BrC=1N=C(N2C1[C@H](N(CC2)C(=O)C2=CC=C(C=1C=COC12)F)C)C1=NC(=NS1)C (R)-(1-bromo-8-methyl-3-(3-methyl-1,2,4-thiadiazol-5-yl)-5,6-Dihydroimidazo[1,5-a]pyrazin-7(8H)-yl)(4-fluorobenzofuran-7-yl)methanone